2-(2',6'-diphenyl-[1,1':4',1''-terphenyl]-4-yl)-4,4,5,5-tetramethyl-1,3,2-dioxaborolane C1(=CC=CC=C1)C1=C(C(=CC(=C1)C1=CC=CC=C1)C1=CC=CC=C1)C1=CC=C(C=C1)B1OC(C(O1)(C)C)(C)C